N-((1r,4r)-4-methoxycyclohexyl)-2-(1-methyl-1H-imidazol-5-yl)-6-(trifluoromethyl)pyrimidine-4-carboxamide COC1CCC(CC1)NC(=O)C1=NC(=NC(=C1)C(F)(F)F)C1=CN=CN1C